FC=1C=C2C(C(=CN3C2=C(C1F)OCC3)CN([C@@H]3CN(CCC3)C3=NC=CN=C3)CC3=CC(=NC=C3)C(=O)OC)=O methyl (S)-4-((((9,10-difluoro-7-oxo-2,3-dihydro-7H-[1,4]oxazino[2,3,4-ij]quinolin-6-yl)methyl)(1-(pyrazin-2-yl)piperidin-3-yl)amino)methyl)picolinate